NC1=NC=CC=C1C1=CC(=NO1)CC1=CC=C(C=C1)C(O)C1=CC=CC=C1 (4-((5-(2-aminopyridin-3-yl)isoxazol-3-yl)methyl)phenyl)(phenyl)methanol